C(=C\C1=CC=CC=C1)/C1(CN(C1)C(=O)OC(C)(C)C)C(=O)OC 1-tert-butyl 3-methyl (E)-3-styrylazetidine-1,3-dicarboxylate